F[C@@H]1[C@@H]2CCC[C@H](C[C@H]1N(C1=CC=C(N=N1)C1=C(C=C(C=C1)N1C=NC=C1)O)C)N2C 2-(6-(((1S,2R,3R,5R)-2-fluoro-9-methyl-9-azabicyclo[3.3.1]nonan-3-yl)(methyl)amino)pyridazin-3-yl)-5-(1H-imidazol-1-yl)phenol